benzyl 6-chloro-2-fluoro-3-(N-(propylsulfonyl)propylsulfonamido)-benzoate ClC1=CC=C(C(=C1C(=O)OCC1=CC=CC=C1)F)N(S(=O)(=O)CCC)S(=O)(=O)CCC